OC1=C(C=C(CC2(CC=CC=C2)NC(=S)N)C=C1)OC 1-(4-hydroxy-3-methoxybenzyl)phenylthiourea